CC(=C=C)C 3-methylbutene-2-ene